FC1=C(C=CC=C1)C=1CC(C=CC1)(\C=C\C(=O)C1=CC=CC=C1)C1=CC=C(C=C1)O 3-(2-fluorophenyl)-1-(4-hydroxyphenyl)chalcone